4-(4-acetylphenyl)-1,2,4-triazolidin C(C)(=O)C1=CC=C(C=C1)N1CNNC1